calcium phosphofluoride P(=O)(=O)F.[Ca]